Cl.N1=C(C=CC=C1)CN1CCNCCNCC1 1-(pyridin-2-ylmethyl)-1,4,7-triazacyclononane hydrochloride